C(C1=CC=CC=C1)OC(=O)N1CC(C[C@@H](C1)CC(=O)OC)(F)F (S)-3,3-difluoro-5-(2-methoxy-2-oxoethyl)piperidine-1-carboxylic acid benzyl ester